CC/C=C\\C/C=C\\C/C=C\\C/C=C\\C/C=C\\CCCCCCCCCCCCCCCCCCCC(=O)CC(=O)SCCNC(=O)CCNC(=O)[C@@H](C(C)(C)COP(=O)([O-])OP(=O)([O-])OC[C@@H]1[C@H]([C@H]([C@@H](O1)N2C=NC3=C(N=CN=C32)N)O)OP(=O)([O-])[O-])O The molecule is a 3-oxo-fatty acyl-CoA(4-) obtained by deprotonation of the phosphate and diphosphate OH groups of (23Z,26Z,29Z,32Z,35Z)-3-oxooctatriacontapentaenoyl-CoA. It is a 3-oxo-fatty acyl-CoA(4-), an 11,12-saturated fatty acyl-CoA(4-) and an ultra-long-chain 3-oxoacyl-CoA(4-). It is a conjugate base of a (23Z,26Z,29Z,32Z,35Z)-3-oxooctatriacontapentaenoyl-CoA.